ClC=1C(=CC(NN1)=O)C 6-Chloro-5-methylpyridazin-3(2H)-one